FC=1C=C(C=C(C1Cl)F)B(O)O 3,5-DIFLUORO-4-CHLOROPHENYLBORONIC ACID